C(N)(=O)C=1C(=CC(=C(C1)N1C=NC=C1C(=O)OC)F)F methyl 1-(5-carbamoyl-2,4-difluorophenyl)-1H-imidazole-5-carboxylate